C(C)(C)(C)OC(=O)N1CCC=2C3=C(N(C(C2C1)=O)CC1=CC=C(C=C1)C(F)(F)F)C=CC=C3 6-(4-(trifluoromethyl)benzyl)-5-oxo-1,4,5,6-tetrahydrobenzo[c][2,7]naphthyridine-3(2H)-carboxylic acid tert-butyl ester